4-(5-(difluoromethyl)-1,3,4-oxadiazol-2-yl)-1-(3-(m-tolyl)prop-2-yn-1-yl)pyridin-2(1H)-one FC(C1=NN=C(O1)C1=CC(N(C=C1)CC#CC=1C=C(C=CC1)C)=O)F